1,4-bis(2-phenylimidazolyl)butane C1(=CC=CC=C1)C=1NC=C(N1)CCCCC=1N=C(NC1)C1=CC=CC=C1